CN1C(=[N+](C(=C1[N+](=O)[O-])[N+](=O)[O-])C)C(=O)[O-].BrC1=CC=C(C(=N1)OCC1=C(C=C(C=C1)C(F)(F)F)F)F 6-Bromo-3-fluoro-2-((2-fluoro-4-(trifluoromethyl)benzyl)oxy)pyridine 1,3-dimethyl-4,5-dinitroimidazolium-2-carboxylate